7-methyl-N,N,4-tris(methyl-d3)-5-oxo-4,5-dihydroimidazo[1,5-a]quinazoline-3-carboxamide CC=1C=C2C(N(C=3N(C2=CC1)C=NC3C(=O)N(C([2H])([2H])[2H])C([2H])([2H])[2H])C([2H])([2H])[2H])=O